Methyl (Z)-2-((tert-butoxycarbonyl)amino)-3-(2-methoxypyridin-3-yl)acrylate C(C)(C)(C)OC(=O)N\C(\C(=O)OC)=C/C=1C(=NC=CC1)OC